C12CNCC(CC1)N2C2=NC=1CCN(CC1C=C2)S(=O)(=O)CC2=CC=C(C=C2)F 2-(3,8-diazabicyclo[3.2.1]oct-8-yl)-6-((4-fluorobenzyl)sulfonyl)-5,6,7,8-tetrahydro-1,6-naphthyridine